FC1=C(O/C(/C(=O)O)=C/C(=O)O)C=CC(=C1)OC 2-(2-fluoro-4-methoxyphenoxy)maleic acid